O=C1C(=C(C=NN1COCC[Si](C)(C)C)N1[C@@H](CCC1)COC1CC(CCC1)C(=O)OC)C(F)(F)F methyl 3-[[(2S)-1-[6-oxo-5-(trifluoromethyl)-1-[[2-(trimethylsilyl)ethoxy]methyl]-1,6-dihydropyridazin-4-yl]pyrrolidin-2-yl]methoxy]cyclohexane-1-carboxylate